2-Methylthio-4-tert-butylamino-6-cyclopropylamino-s-triazine CSC1=NC(=NC(=N1)NC(C)(C)C)NC1CC1